BrC1=C(N)C(=CC(=C1Cl)Cl)Br 2,6-dibromo-3,4-dichloroaniline